3-[[(1R)-1-[6-methyl-2-(2-methylthiazolo[5,4-b]pyridin-5-yl)-4-oxo-chromen-8-yl]ethyl]amino]pyridine-2-carboxylic acid methyl ester COC(=O)C1=NC=CC=C1N[C@H](C)C=1C=C(C=C2C(C=C(OC12)C1=CC=C2C(=N1)SC(=N2)C)=O)C